FC=1C=C2C(=C(/C(/C2=CC1)=C/C1=CC=C(C=C1)S(=O)C)C)CC(=O)O (Z)-5-fluoro-2-methyl-1-[[4-(methylsulfinyl)phenyl]methylene]-3-indeneacetic acid